2-(2-propyn-1-yloxy)aniline C(C#C)OC1=C(N)C=CC=C1